ClC=1C=CC(=NC1)C(C)OC(=S)NN ([[1-(5-chloropyridin-2-yl)ethoxy]methanethioyl]amino)amine